4-fluoro-N-{phenyl-[4-(prop-2-yl)phenyl]methyl}-1-[2-(1H-1,2,3,4-tetrazol-1-yl)propionyl]pyrrolidine-2-carboxamide FC1CC(N(C1)C(C(C)N1N=NN=C1)=O)C(=O)NC(C1=CC=C(C=C1)C(C)C)C1=CC=CC=C1